OC1=C(C=CC=C1)C1=CC(=CN=N1)N1CCC(CC1)(C(=O)O)C1=NOC(=C1)C 1-(6-(2-hydroxyphenyl)pyridazine-4-yl)-4-(5-methylisoxazol-3-yl)piperidine-4-carboxylic acid